(6a,11β)-11,17-dihydroxyl-6-methyl-21-{[4-O-(β-D-galactopyranosyl)-D-fructofuranosyl]oxy}pregna-1,4-diene-3,20-dione O[C@@H]1[C@@H]2[C@]3(C=CC(C=C3[C@H](C[C@H]2[C@@H]2CC[C@](C(COC3(CO)[C@@H](O)[C@H](O[C@H]4[C@H](O)[C@@H](O)[C@@H](O)[C@H](O4)CO)[C@H](O3)CO)=O)([C@]2(C1)C)O)C)=O)C